Methyl-(S,E)-(7-amino-1-((1-((7-isobutoxy-1H-benzo[d]imidazol-2-yl)methyl)-2-oxo-1,2-dihydropyridin-3-yl)amino)-1,7-dioxohept-5-en-2-yl)carbamat COC(N[C@H](C(=O)NC=1C(N(C=CC1)CC1=NC2=C(N1)C(=CC=C2)OCC(C)C)=O)CC\C=C\C(=O)N)=O